FC1=NC(=CC=C1C=1NC2=CC=C(C=C2C1)O)N1C[C@@H](CCC1)OC 2-{2-Fluoro-6-[(3R)-3-methoxypiperidin-1-yl]pyridin-3-yl}-1H-indol-5-ol